((5-bromopyridin-2-yl)sulfanyl)-6-butyl-5-(2,6-dimethoxyphenyl)-4-hydroxypyridin-2(1H)-one BrC=1C=CC(=NC1)SN1C(C=C(C(=C1CCCC)C1=C(C=CC=C1OC)OC)O)=O